lead-nickel [Ni].[Pb]